C(=O)C1CC2=C(C(=NC=C2C#N)C)C1 6-formyl-1-methyl-6,7-dihydro-5H-cyclopenta[c]pyridine-4-carbonitrile